[K].FC(=C(F)F)B trifluorovinyl-borane potassium salt